ethoxyphenol COC1=CC(=C(C(=C1O)C=NC2=CC3=C(C=C2)OC(=N3)C4=CC(=CC(=C4)N=CC5=C(C(=CC(=C5Br)Br)OC)O)N=CC6=C(C(=CC(=C6Br)Br)OC)O)Br)Br